ClC1=C(CN2N=C(C3=CC=CC=C23)C(=O)O)C=CC(=C1)Cl 1-(2,4-dichlorobenzyl)-1H-indazole-3-carboxylic acid